C(C)(C)(C)OC(=O)N1CC=2C(C[C@H]1C)=NNC2C(C(CCCOS(=O)(=O)C)O)(F)F.C2(=CC=CC=C2)C2=CC1=C(C3=CC=CC=C3C(=C1C=C2)C2=CC1=CC=CC=C1C=C2)Br 2-phenyl-9-bromo-10-(2-naphthyl)anthracene tert-butyl-(6R)-3-(1,1-difluoro-2-hydroxy-5-((methylsulfonyl)oxy)pentyl)-6-methyl-2,4,6,7-tetrahydro-5H-pyrazolo[4,3-c]pyridine-5-carboxylate